O=C(CC#N)C1COCCC1 3-oxo-3-(tetrahydro-2H-pyran-3-yl)propanenitrile